5,7-Difluoro-6-(3-(6-(4-methylpiperazin-1-yl)pyridin-3-yl)-1H-pyrazolo[3,4-c]pyridin-5-yl)-2,3-dihydro-1H-inden-1-ol FC=1C=C2CCC(C2=C(C1C=1C=C2C(=CN1)NN=C2C=2C=NC(=CC2)N2CCN(CC2)C)F)O